BrC1=CC=C(C(=O)N(C2CC2)CC2=C(COC3=CC=C(C=C3)CC(=O)O)C=CC=C2)C=C1 2-(4-((2-((4-bromo-N-cyclopropylbenzamido)methyl)benzyl)oxy)phenyl)acetic acid